6-(2-(2-Chlorophenyl)pyrrolidin-1-yl)-4-fluoronicotinic acid ClC1=C(C=CC=C1)C1N(CCC1)C1=NC=C(C(=O)O)C(=C1)F